(4-(1-methyl-1H-pyrazol-3-yl)cyclohexyl)methanol CN1N=C(C=C1)C1CCC(CC1)CO